4-(6-(Difluoromethoxy)-5-(6-(trifluoromethyl)picolinamido)-2H-indazol-2-yl)piperidine-1-carboxylate FC(OC=1C(=CC2=CN(N=C2C1)C1CCN(CC1)C(=O)[O-])NC(C1=NC(=CC=C1)C(F)(F)F)=O)F